C(CCCCCC)C(C(=O)OCC(COC(C(CCCCCCC)CCCCCCC)=O)N1CCC2(CC1)CCN(CC2)CCCO)CCCCCCC 2-(9-(3-hydroxypropyl)-3,9-diazaspiro[5.5]undecan-3-yl)propane-1,3-diyl bis(2-heptylnonanoate)